COC(C1=C(C(=C(C(=C1)I)Br)F)NC(CC(=O)OCC)=O)=O 4-bromo-2-(3-ethoxy-3-oxopropionylamino)-3-fluoro-5-iodobenzoic acid methyl ester